1-((R)-1-((2S,4R)-2-(((R)-3-([1,1'-biphenyl]-4-yl)-1-amino-1-oxopropan-2-yl)carbamoyl)-4-hydroxypyrrolidin-1-yl)-3-methyl-1-oxobutan-2-yl)-5-methyl-1H-1,2,3-triazole-4-carboxylic acid C1(=CC=C(C=C1)C[C@H](C(=O)N)NC(=O)[C@H]1N(C[C@@H](C1)O)C([C@@H](C(C)C)N1N=NC(=C1C)C(=O)O)=O)C1=CC=CC=C1